BrC=1C(=NC(=CC1)C)OC 3-Bromo-2-methoxy-6-methyl-pyridine